1-(4-(7-(2-aminobenzo[d]oxazol-5-yl)-6-chloroquinazolin-4-yl)piperazin-1-yl)prop-2-en-1-one NC=1OC2=C(N1)C=C(C=C2)C2=C(C=C1C(=NC=NC1=C2)N2CCN(CC2)C(C=C)=O)Cl